1-[4-(phenylthio)phenyl]octane-1,2-dione-2-(O-benzoyloxime) C(C1=CC=CC=C1)(=O)ON=C(C(=O)C1=CC=C(C=C1)SC1=CC=CC=C1)CCCCCC